2-((2S)-1-(7-Hydroxy-2'-(((S)-1-methylpyrrolidin-2-yl)methoxy)-3,4,5',8'-tetrahydro-2H,6'H-spiro[naphthalene-1,7'-quinazolin]-4'-yl)piperazin-2-yl)acetonitrile OC1=CC=C2CCCC3(CCC=4C(=NC(=NC4C3)OC[C@H]3N(CCC3)C)N3[C@H](CNCC3)CC#N)C2=C1